FC(C=1C=C(C=C(C1)C(F)(F)F)C1=NN(C=N1)\C=C/C(=O)NNC(CN1C(COCC1C)C)=O)(F)F (Z)-3-(3-(3,5-bis(trifluoromethyl)phenyl)-1H-1,2,4-triazol-1-yl)-N'-(2-(3,5-dimethylmorpholino)acetyl)acrylohydrazide